NC(C(=O)[O-])CCCC.[NH4+].C(C1=CC=CC=C1)NC(C(C1=CC=NC=C1)N(C(CCCN1CC=CC=C1)=O)CCCN(CCCC)CCCC)=O N-(2-(benzylamino)-2-oxo-1-(pyridin-4-yl)ethyl)-N-(3-(dibutylamino)propyl)-4-(pyridin-1-yl)butanamide ammonium aminocaproate salt